1-(4-((2R,3R)-1-(6-((5R,6S)-4,6-Dimethyl-1-oxa-8-azaspiro[4.5]dec-3-en-8-yl)-2-(trifluoromethyl)pyrimidin-4-yl)-2-methylazetidin-3-yl)piperazin-1-yl)prop-2-en-1-one CC1=CCO[C@]12[C@H](CN(CC2)C2=CC(=NC(=N2)C(F)(F)F)N2[C@@H]([C@@H](C2)N2CCN(CC2)C(C=C)=O)C)C